C(=O)(O)C(=O)[C@@H](O)[C@@H](O)[C@H](O)[C@H](O)CO carboxy-D-mannose